C(C)(C)NC1=CC=C(C=2C(C3=CC=CC=C3C(C12)=O)=O)NC(C)C 1,4-bis(isopropylamino)anthraquinone